(3R)-4-[5-fluoro-2-(1-fluoro-3-methyl-6-{1-[(2S)-3-methyl-1-(piperazin-1-yl)butan-2-yl]azetidin-3-yl}imidazo[1,5-a]pyridin-8-yl)benzoyl]-3-methylmorpholine FC=1C=CC(=C(C(=O)N2[C@@H](COCC2)C)C1)C=1C=2N(C=C(C1)C1CN(C1)[C@H](CN1CCNCC1)C(C)C)C(=NC2F)C